(4-Chloro-6-methoxy-3-pyridyl)methanol ClC1=C(C=NC(=C1)OC)CO